N-(3-{6-azaspiro[2.5]octan-6-yl}-4-{4-[8-(4,4-difluoropiperidin-1-yl)-7-fluoro-2-methylquinolin-6-yl]-1H-1,2,3-triazol-1-yl}phenyl)-2-hydroxyethane-1-sulfonamide C1CC12CCN(CC2)C=2C=C(C=CC2N2N=NC(=C2)C=2C=C1C=CC(=NC1=C(C2F)N2CCC(CC2)(F)F)C)NS(=O)(=O)CCO